1-[5-(5-fluoro-2-methoxypyridin-4-yl)-1H-pyrazole-3-carbonyl]piperidine-4-carboxamide FC=1C(=CC(=NC1)OC)C1=CC(=NN1)C(=O)N1CCC(CC1)C(=O)N